3,4-dihydroxy-5-(2-furyl)-2-pyrrolidone OC1C(NC(C1O)C=1OC=CC1)=O